FC=1C=CC=2N(C3=CC=C(C=C3C2C1)F)CC(CN1C(N(CCC1)C1=CC=CC=C1)=O)O 1-(3-(3,6-difluoro-9H-carbazol-9-yl)-2-hydroxypropyl)-3-phenyltetra-hydropyrimidin-2(1H)-one